NC=1C=C(C=C(C1)C(F)(F)F)[C@@H](C)NC1=NC(=NC2=C3C(=C(C=C12)NCCOC)CCC3)C (R)-N4-(1-(3-amino-5-(trifluoromethyl)phenyl)ethyl)-N6-(2-methoxyethyl)-2-methyl-8,9-dihydro-7H-cyclopenta[h]quinazoline-4,6-diamine